methyl 1-(aminomethyl)-3-hydroxycyclobutanecarboxylate hydrochloride Cl.NCC1(CC(C1)O)C(=O)OC